N-ethyl-2'-(1H-pyrrolo[3,2-b]pyridin-6-yl)-5',6'-dihydrospiro[azetidine-3,4'-pyrrolo[1,2-b]pyrazole]-1-carboxamide C(C)NC(=O)N1CC2(CCN3N=C(C=C32)C=3C=C2C(=NC3)C=CN2)C1